C1(CC1)C=1SC(=C(N1)C1=CC=CC=C1)OC1=CC(=NC=C1)NC1=NC=C(C(=O)NC)C=C1 6-((4-((2-Cyclopropyl-4-phenylthiazol-5-yl)oxy)pyridin-2-yl)amino)-N-methylnicotinamide